3-(perfluoro-n-hexyl)prop-2-en-1-ol C(/C=C/C(C(C(C(C(C(F)(F)F)(F)F)(F)F)(F)F)(F)F)(F)F)O